CC=1C=NC=CC1NC(=O)C1=NC(=CC=C1)N1CCN(CCC1)C1CCN(CC1)C(C)C N-(3-Methylpyridin-4-yl)-6-{4-[1-(Propan-2-yl)piperidin-4-yl]-1,4-diazepan-1-yl}pyridine-2-carboxamide